ethyldifluoroethyl carbonate bis(2,2-difluoroethyl)carbonate FC(COC(OCC(F)F)=O)F.C(OCC(F)(F)CC)(O)=O